BrC1=CC(=C(C(=C1)O)O)Cl 5-bromo-3-Chlorobenzene-1,2-diol